2-fluoro-4-methoxy-6-(4-((4-oxo-3,4-dihydroquinazolin-2-yl)methyl)piperazin-1-yl)benzonitrile FC1=C(C#N)C(=CC(=C1)OC)N1CCN(CC1)CC1=NC2=CC=CC=C2C(N1)=O